Methyl 4-(8-oxo-2-{[4-(trifluoromethoxy)phenyl]amino}-9-[(3S)-1-{[1-(trifluoromethyl)cyclopropyl]methyl}-3-pyrrolidinyl]-8,9-dihydro-7H-purin-7-yl)benzoate O=C1N(C2=NC(=NC=C2N1C1=CC=C(C(=O)OC)C=C1)NC1=CC=C(C=C1)OC(F)(F)F)[C@@H]1CN(CC1)CC1(CC1)C(F)(F)F